BrC1=C(N(C(=C1)C(C(F)(F)F)(C(F)(F)F)F)C)N1N=CC(=C1)C=1C=CC(=C(C(=O)N(C)C2(CC2)C#N)C1)Cl 5-[1-[3-bromo-1-methyl-5-[1,2,2,2-tetrafluoro-1-(trifluoromethyl)ethyl]pyrrol-2-yl]pyrazol-4-yl]-2-chloro-N-(1-cyanocyclopropyl)-N-methyl-benzamide